N1(CCCC12CNCC2)C(=O)[O-] 1,7-diazaspiro[4.4]Nonane-1-carboxylate